FC=1C=2N(C=C(C1)C=1C=C3C(NC(=NC3=CC1)NC1CCN(CC1)C(=O)OC(C)(C)C)=O)C=C(N2)C tert-butyl 4-((6-(8-fluoro-2-methylimidazo[1,2-a]pyridin-6-yl)-4-oxo-3,4-dihydroquinazolin-2-yl)amino)piperidine-1-carboxylate